benzyl 2-(4-((5-(dimethylamino)thiophen-2-yl)methylene)-5-oxo-4,5-dihydroisoxazol-3-yl)acetate CN(C1=CC=C(S1)C=C1C(=NOC1=O)CC(=O)OCC1=CC=CC=C1)C